N-(3,5-difluoro-4-(1-((3-methyloxetan-3-yl)methyl)-1H-1,2,3-triazol-4-yl)phenyl)-2-(2-fluoro-3-(trifluoromethyl)phenyl)acetamide FC=1C=C(C=C(C1C=1N=NN(C1)CC1(COC1)C)F)NC(CC1=C(C(=CC=C1)C(F)(F)F)F)=O